C(#N)C1=C(C=C(C(N1C1=CC=C(C=C1)F)=O)C(=O)O)C 6-cyano-1-(4-fluorophenyl)-5-methyl-2-oxo-1,2-dihydropyridine-3-carboxylic acid